FC=1C(=C(C=NC1F)[C@@H]1C2=C(NC(=C1C(=O)OC)C)COC2=O)[C@H](C)F methyl (S)-4-(5,6-difluoro-4-((S)-1-fluoroethyl) pyridin-3-yl)-2-methyl-5-oxo-1,4,5,7-tetrahydrofuro[3,4-b]pyridine-3-carboxylate